N1(N=NN=C1)CC=O 2-(1H-tetrazol-1-yl)ethan-1-one